N=1N=CN2C1CN(CC2)C(=O)C=2C(=C1C3C(C(OC1=CC2CCCCC)(C)C)CCC(=C3)C)O (5,6-dihydro-[1,2,4]triazolo[4,3-a]pyrazin-7(8H)-yl)(1-hydroxy-6,6,9-trimethyl-3-pentyl-6a,7,8,10a-tetrahydro-6H-benzo[c]chromen-2-yl)methanone